FC1=CC=C(C=C1)[C@@H]1N(CCC2=CC=CC=C12)C(=O)[C@@H]1OC[C@@H]([C@H](C1)OS(=O)(=O)C)OC(C)C methanesulfonic acid (2R,4S,5S)-2-((S)-1-(4-fluorophenyl)-1,2,3,4-tetrahydroisoquinoline-2-carbonyl)-5-isopropoxy-tetrahydro-2H-pyran-4-yl ester